N,N'-((1,1,3,3-Tetramethoxydisiloxane-1,3-diyl)bis(propane-3,1-diyl))bis(1,1,1-trimethyl-N-(trimethylsilyl)silanamine) CO[Si](O[Si](OC)(OC)CCCN([Si](C)(C)C)[Si](C)(C)C)(OC)CCCN([Si](C)(C)C)[Si](C)(C)C